1-((2-methoxynaphthalen-1-yl)methyl)piperazine tert-butyl-4-[2-(4-chloro-2-fluoro-phenyl)-4,4-difluoro-chroman-8-yl]-3,6-dihydro-2H-pyridine-1-carboxylate C(C)(C)(C)OC(=O)N1CCC(=CC1)C=1C=CC=C2C(CC(OC12)C1=C(C=C(C=C1)Cl)F)(F)F.COC1=C(C2=CC=CC=C2C=C1)CN1CCNCC1